(M)-3-bromo-4-((3,5-difluoropyridin-2-yl)methoxy)-6''-(2-hydroxypropan-2-yl)-3'',5',6-trimethyl-2H-[1,4':2',2''-terpyridin]-2-one BrC=1C(N(C(=CC1OCC1=NC=C(C=C1F)F)C)C1=CC(=NC=C1C)C1=NC(=CC=C1C)C(C)(C)O)=O